ClC=1C=C(OC2=CC=C(C=C2)C2CN(C2)C(=O)N2C[C@@H]3[C@@H](OCC(N3)=O)CC2)C=CC1 (+)-(4aR,8aS)-6-[3-[4-(3-Chlorophenoxy)phenyl]azetidine-1-carbonyl]-4,4a,5,7,8,8a-hexahydropyrido[4,3-b][1,4]oxazin-3-one